tert-butyl (S)-4-(5-(6-(3,3-difluoroazetidin-1-yl)nicotinamido)pyrimidin-2-yl)-3-methylpiperazine-1-carboxylate FC1(CN(C1)C1=NC=C(C(=O)NC=2C=NC(=NC2)N2[C@H](CN(CC2)C(=O)OC(C)(C)C)C)C=C1)F